BrC1=C(N(N=C1)COCC[Si](C)(C)C)N 4-bromo-2-(2-trimethylsilylethoxymethyl)pyrazol-3-amine